C(C)C1N(CCNC1)C1=CC=C(C=2OCCOC21)C 5-(2-ethylpiperazin-1-yl)-8-methyl-2,3-dihydro-1,4-benzodioxine